1-(6-(6-chloro-2-(3-(dimethylamino)azetidin-1-yl)-8-fluoro-7-(6-fluoro-1-methyl-1H-indazol-7-yl)quinazolin-4-yl)-2,6-diazaspiro[3.4]octan-2-yl)prop-2-en-1-one ClC=1C=C2C(=NC(=NC2=C(C1C=1C(=CC=C2C=NN(C12)C)F)F)N1CC(C1)N(C)C)N1CC2(CN(C2)C(C=C)=O)CC1